C1(=CC=CC=C1)C12CC=C(N1)C=C1C=CC(=N1)C(=C1C=CC(N1)=C(C=1C=CC(N1)=C2C2=CC=CC=C2)C2=CC=CC=C2)C2=CC=CC=C2.[Cu+2] copper (II) 1,10,15,20-tetraphenyl-21H,23H-porphyrin